(2S)-4-hydroxypyrrolidine-2-carboxylic acid [8-(1-octylnonyloxy)-8-oxo-octyl] ester C(CCCCCCC)C(CCCCCCCC)OC(CCCCCCCOC(=O)[C@H]1NCC(C1)O)=O